4-amino-N'-(cyclopropanecarbonyl)-N-((5-fluoro-6-(trifluoromethyl)pyridin-3-yl)methyl)-N',1-dimethyl-1H-pyrazolo[4,3-c]quinoline-8-carbohydrazide NC1=NC=2C=CC(=CC2C2=C1C=NN2C)C(=O)N(N(C)C(=O)C2CC2)CC=2C=NC(=C(C2)F)C(F)(F)F